3,4-dibenzyl-2-oxo-6,8-dioxa-3-azabicyclo[3.2.1]octane C(C1=CC=CC=C1)N1C(C2COC(C1CC1=CC=CC=C1)O2)=O